N-(4'-(2-(4-(ethylsulfonyl)phenyl)acetamido)-2'-fluoro-[1,1'-biphenyl]-2-yl)acrylamide C(C)S(=O)(=O)C1=CC=C(C=C1)CC(=O)NC1=CC(=C(C=C1)C1=C(C=CC=C1)NC(C=C)=O)F